NC1=C2C(=C3C(=N1)C=C(N3COCC[Si](C)(C)C)C(=O)N3[C@H](COCC3)C3=CC=C(C=C3)C(F)(F)F)COC2 (S)-(5-amino-1-((2-(trimethylsilyl)ethoxy)methyl)-6,8-dihydro-1H-furo[3,4-d]pyrrolo[3,2-b]pyridin-2-yl)(3-(4-(trifluoromethyl)phenyl)morpholino)methanone